metabisulphit S(=O)(=O)([O-])S(=O)[O-]